ClC1=CC=C(OCC(=O)N[C@@H]2CC[C@H](CC2)C=2OC(=NN2)C2=CC=C(C=C2)Cl)C=C1 trans-2-(4-chlorophenoxy)-N-(4-(5-(4-chlorophenyl)-1,3,4-oxadiazol-2-yl)cyclohexyl)acetamide